Cl.BrC1=CN=C(C(=N1)CN)Cl (6-bromo-3-chloro-pyrazin-2-yl)methylamine hydrochloride